bisphenol A sodium hypochlorite Cl[O-].[Na+].OC1=CC=C(C=C1)C(C)(C)C1=CC=C(C=C1)O